rubidium naphthalenetricarboxylate C1(=C(C(=CC2=CC=CC=C12)C(=O)[O-])C(=O)[O-])C(=O)[O-].[Rb+].[Rb+].[Rb+]